(4-bromophenyl)-5,6-dihydro-2H-pyran-2-one BrC1=CC=C(C=C1)C=1C(OCCC1)=O